(+-)-5-((2,6-Dioxopiperidin-3-yl)amino)-1,3-dihydro-spiro[indene-2,4'-piperidine]-1'-carboxylic acid tert-butyl ester C(C)(C)(C)OC(=O)N1CCC2(CC1)CC1=CC=C(C=C1C2)N[C@H]2C(NC(CC2)=O)=O |r|